C(C)(C)[C@@H](C(N[C@H](C(=O)N)C)=O)NC(CNC(CNC(CCCC#CC=1C=NC(=NC1)S(=O)(=O)C)=O)=O)=O (2S,5S)-5-isopropyl-2-methyl-18-(2-(methylsulfonyl)pyrimidin-5-yl)-4,7,10,13-tetraoxo-3,6,9,12-tetraazaoctadecane-17-ynamide